2-(4-(difluoromethylene)piperidin-1-yl)-N-(7-(4,4-difluoropiperidin-1-yl)furo[2,3-c]pyridin-5-yl)-4-((2-hydroxyethyl)sulfonamido)-5-methylbenzamide FC(=C1CCN(CC1)C1=C(C(=O)NC=2C=C3C(=C(N2)N2CCC(CC2)(F)F)OC=C3)C=C(C(=C1)NS(=O)(=O)CCO)C)F